BrC[C@](C(=O)NC1=C(C(=C(C=C1)C#N)Cl)C)(C)O (R)-3-bromo-N-(3-chloro-4-cyano-2-methylphenyl)-2-hydroxy-2-methylpropanamide